B([O-])(F)F difluoroborate